Cl.OC1(CCNCC1)C#CC=1C=C2CN(C(C2=CC1)=O)C1C(NC(CC1)=O)=O 3-(5-((4-hydroxypiperidin-4-yl)ethynyl)-1-oxoisoindolin-2-yl)piperidine-2,6-dione hydrochloride